dicyclohexylethanoic acid C1(CCCCC1)C(C(=O)O)C1CCCCC1